2-(ethoxymethyl)Isonicotinonitrile C(C)OCC=1C=C(C#N)C=CN1